1-[(2-aminophenyl)amino]-N-[5-(5-chloro-2-fluorophenyl)-3-(2,2-difluoroethyl)-5-hydroxy-2-methyl-7-oxo-6,7-dihydro-5H-pyrrolo[4,3-f]indazol-4-yl]methanamide NC1=C(C=CC=C1)NC(=O)NC=1C2=C(N(N=C2C=C2C1C(NC2=O)(O)C2=C(C=CC(=C2)Cl)F)C)CC(F)F